C1(CC1)N1C2=NC3=C(C(NCCOC4=C(C1)C=C(C=C4)F)=O)C=NN3C=C2 14-cyclopropyl-11-fluoro-6,7,13,14-tetrahydro-1,15-ethenopyrazolo[4,3-f][1,4,8,10]benzoxatriazacyclotridecin-4(5H)-one